2-((4-(4-chloro-2-(4-chloro-2-fluorophenyl)-2H-chromen-8-yl)piperidin-1-yl)methyl)-1-(((S)-oxetan-2-yl)methyl)-1H-benzo[d]imidazole-6-carboxylic acid ClC1=CC(OC2=C(C=CC=C12)C1CCN(CC1)CC1=NC2=C(N1C[C@H]1OCC1)C=C(C=C2)C(=O)O)C2=C(C=C(C=C2)Cl)F